Rac-4-((5aR,6S,7S,8R,8aS)-3-chloro-7-((3-fluoroazetidin-1-yl)methyl)-8,8a-dihydroxy-1-methoxy-6-phenyl-6,7,8,8a-tetrahydro-5aH-cyclopenta[4,5]furo[3,2-c]pyridin-5a-yl)benzonitrile ClC1=CC2=C(C(=N1)OC)[C@]1([C@@](O2)([C@@H]([C@H]([C@H]1O)CN1CC(C1)F)C1=CC=CC=C1)C1=CC=C(C#N)C=C1)O |r|